N[C@@H]1C2=CC=CC=C2CC12CCN(CC2)C=2NC(C1=C(N2)NN=C1C1=CCCC2=C1C=CO2)=O (S)-6-(1-amino-1,3-dihydrospiro[indene-2,4'-piperidine]-1'-yl)-3-(6,7-dihydrobenzofuran-4-yl)-1,5-dihydro-4H-pyrazolo[3,4-d]pyrimidin-4-one